C(C(=C)C)(=O)OCCC[Si](O[Si](C=C)(C)C)(O[Si](C=C)(C)C)O[Si](C)(C)C=C 3-Methacryloxypropyl-Tris-(Vinyldimethylsiloxy)Silane